((methylsulfonyl)oxy)pyrrolidine-1-carboxylic acid benzyl ester C(C1=CC=CC=C1)OC(=O)N1C(CCC1)OS(=O)(=O)C